N-iso-Pentyl-2-methoxy-4-(tetrahydrofuran-3-yl)-1H-imidazole-1-carboxamide C(CC(C)C)NC(=O)N1C(=NC(=C1)C1COCC1)OC